methyl 4-amino-1-(3-(hydroxymethyl)phenyl)-2-oxo-7-(trifluoromethyl)-1,2-dihydroquinoline-3-carboxylate NC1=C(C(N(C2=CC(=CC=C12)C(F)(F)F)C1=CC(=CC=C1)CO)=O)C(=O)OC